5-(2-(6-(1-benzylpiperidin-3-ylamino)pyridin-3-ylamino)-5-methylpyrimidin-4-ylamino)benzo[d]oxazol-2(3H)-one C(C1=CC=CC=C1)N1CC(CCC1)NC1=CC=C(C=N1)NC1=NC=C(C(=N1)NC=1C=CC2=C(NC(O2)=O)C1)C